(3,4-difluorophenyl)carboxamide FC=1C=C(C=CC1F)C(=O)N